ClC=1C(=NC(=C(C1)F)N1C(N(C(=CC1=O)C(F)(F)F)C)=O)OC1=C(OCC(=O)OCC)C=CC=C1 ethyl 2-[2-[[3-chloro-5-fluoro-6-[3-methyl-2,6-dioxo-4-(trifluoromethyl)-pyrimidin-1-yl]-2-pyridyl]oxy] phenoxy]acetate